trans-4-(5-(4-chlorophenyl)-1,3,4-thiadiazol-2-yl)cyclohexan-1-amine 2,2,2-trifluoroacetate FC(C(=O)O)(F)F.ClC1=CC=C(C=C1)C1=NN=C(S1)[C@@H]1CC[C@H](CC1)N